CC1CNC(C2=CC=C(C=C12)NC(OC(C)(C)C)=O)=O tert-butyl (4-methyl-1-oxo-1,2,3,4-tetrahydroisoquinolin-6-yl)carbamate